FC1=CC=C(C=N1)C1=NC(=CC(=C1N1C(CC(CC1)C1=NN=CN1C)C)C#N)C(F)(F)F 6'-Fluoro-3-[2-methyl-4-(4-methyl-4H-1,2,4-triazol-3-yl)piperidin-1-yl]-6-(trifluoro-methyl)-[2,3'-bipyridine]-4-carbonitrile